C1(CCC1)NC1=NC(=NC(=N1)OC1CCCCC1)N1N=CC=C1 N-cyclobutyl-4-(cyclohexyloxy)-6-(1H-pyrazol-1-yl)-1,3,5-triazin-2-amine